O1C(CCCC1)N1N=CC(=C1)C1=C2C=NNC2=C(C=C1)C=1N=NC(=CC1)OC1CC(NC(C1)(C)C)(C)C 4-[1-(oxan-2-yl)pyrazol-4-yl]-7-[6-[(2,2,6,6-tetramethylpiperidin-4-yl)oxy]pyridazin-3-yl]-1H-indazole